FC=1C=2N(C=CC1)N=CC2C(=O)NC2=C(C=C(C(=C2)C2=NN=C(N2)C(C)C)F)C 4-Fluoro-N-[4-fluoro-2-methyl-5-(5-propan-2-yl-4H-1,2,4-triazol-3-yl)phenyl]pyrazolo[1,5-a]pyridine-3-carboxamide